{[(4-chlorophenyl)methyl]amino}-N-{4-[(oxolan-3-ylcarbonylamino)methyl]phenyl}carboxamide ClC1=CC=C(C=C1)CNC(=O)NC1=CC=C(C=C1)CNC(=O)C1COCC1